5-bromo-3-tert-butyl-1-{[2-(trimethylsilyl)ethoxy]methyl}-1H-1,2,4-triazole BrC1=NC(=NN1COCC[Si](C)(C)C)C(C)(C)C